ClC(C(=O)OC)(Cl)Cl methyl trichloroacetate